1-(3-(4-amino-5-(4-((5-chloropyridin-2-yl)oxy)phenyl)-7-methyl-7H-pyrrolo[2,3-d]pyrimidin-6-yl)pyrrolidin-1-yl)prop-2-en-1-one NC=1C2=C(N=CN1)N(C(=C2C2=CC=C(C=C2)OC2=NC=C(C=C2)Cl)C2CN(CC2)C(C=C)=O)C